BrC=1C=CC(=NC1)C1(CC(C1)O)C#N 1-(5-bromopyridin-2-yl)-3-hydroxycyclobutanecarbonitrile